2-[5-bromo-2-(3-bromo-2-pyridinyl)pyrazol-3-yl]-6-chloro-8-methyl-3,1-benzoxazin-4-one BrC=1C=C(N(N1)C1=NC=CC=C1Br)C1=NC2=C(C(O1)=O)C=C(C=C2C)Cl